Methyl (E)-3-(4-(((tert-butoxycarbonyl)(2-(4-(pyrimidin-5-yl)phenyl)cyclopropyl)amino)methyl)phenyl)acrylate C(C)(C)(C)OC(=O)N(C1C(C1)C1=CC=C(C=C1)C=1C=NC=NC1)CC1=CC=C(C=C1)/C=C/C(=O)OC